1-({3-[Ethyl(2-hydroxyethyl)amino]propyl}(methyl)amino)anthracene-9,10-dione C(C)N(CCCN(C1=CC=CC=2C(C3=CC=CC=C3C(C12)=O)=O)C)CCO